FC(CC1=NSC(=N1)NC(=O)C1=CSC(=C1)C1=CC(=CC=C1)OC(F)(F)F)(C)F N-(3-(2,2-difluoropropyl)-1,2,4-thiadiazol-5-yl)-5-(3-(trifluoromethoxy)phenyl)thiophene-3-carboxamide